C1(CC1)CN1C(=CC2=CC=CC=C12)C=1N=C2N(C=CC(=C2)C(=O)N2CC3C(OCCN3)CC2)C1C (2-(1-(Cyclopropylmethyl)-1H-indol-2-yl)-3-methylimidazo[1,2-a]pyridin-7-yl)(hexahydro-2H-pyrido[4,3-b][1,4]oxazin-6(5H)-yl)methanone